CN(C)C[C@H]1N(CC2(CC2)C1)C1=C(C=NC=2NC3=C(C=C(C(=C3C21)F)F)NC)C=2C=C1C(C(=CN(C1=NC2)C)C(=O)O)=O (S)-6-(4-(6-((dimethylamino)methyl)-5-azaspiro[2.4]hept-5-yl)-5,6-difluoro-8-(methylamino)-9H-pyrido[2,3-b]indol-3-yl)-1-methyl-4-oxo-1,4-dihydro-1,8-naphthyridine-3-carboxylic acid